OC1=CC=C2C=CC(OC2=C1CC=C(C)C)=O 7-hydroxy-8-(3-methylbut-2-en-1-yl)-2H-chromen-2-one